(6-(1-cyanospiro[2.2]pentan-1-yl)isoquinolin-3-yl)-1-propionylazetidine-3-carboxamide C(#N)C1(CC12CC2)C=2C=C1C=C(N=CC1=CC2)C2N(CC2C(=O)N)C(CC)=O